5-bromo-3-((4-((dieth-ylamino)methyl)phenylimino)methyl)-2-(isobutyryloxy)phenyl nicotinate C(C1=CN=CC=C1)(=O)OC1=C(C(=CC(=C1)Br)C=NC1=CC=C(C=C1)CN(CC)CC)OC(C(C)C)=O